6-[[5-chloro-3-(2,2,2-trifluoroethoxy)-2-pyridyl]oxy]-N-[1-(2,2,2-trifluoroacetyl)azetidin-3-yl]-1,3-benzoxazole-2-carboxamide ClC=1C=C(C(=NC1)OC1=CC2=C(N=C(O2)C(=O)NC2CN(C2)C(C(F)(F)F)=O)C=C1)OCC(F)(F)F